NC1=NC=C(C2=C1C(=NN2C)C2=CC(=C(C=C2)NS(=O)(=O)C(F)F)O[C@@H](C)C2=C(C=CC=C2)F)C=2C=NN(C2)C2CCOCC2 (S)-N-(4-(4-amino-1-methyl-7-(1-(tetrahydro-2H-pyran-4-yl)-1H-pyrazol-4-yl)-1H-pyrazolo[4,3-c]pyridin-3-yl)-2-(1-(2-fluoro-phenyl)ethoxy)phenyl)-1,1-difluoromethane-sulfonamide